ClC=1N=NC(=CC1C(=O)N[C@@H](CON1C(C2=CC=CC=C2C1=O)=O)CC1=C(C=C(C=C1)C)C)Cl |r| 3,6-dichloro-N-[rac-1-[(2,4-dimethylphenyl)methyl]-2-(1,3-dioxoisoindolin-2-yl)oxy-ethyl]pyridazine-4-amide